4-(((1S,2S)-2-hydroxycyclopentyl)amino)pyrido[3,4-d]pyridazin O[C@@H]1[C@H](CCC1)NC=1N=NC=C2C1C=NC=C2